N1(CCOCC1)C(C)(C)C1=CC=C(C=C1)C(C)=O 1-(4-(2-(N-morpholinyl)propan-2-yl)phenyl)ethan-1-one